(12aR)-9-bromo-8-chloro-10-[(trimethylsilyl) ethynyl]-3,4,12,12a-tetrahydro-6H-pyrazino[2,1-c][1,4]benzooxazepine-2(1H)-carboxylate BrC1=C(C2=C(CN3[C@@H](CO2)CN(CC3)C(=O)[O-])C=C1Cl)C#C[Si](C)(C)C